benzyl (R)-(6-bromo-1,2,3,4-tetrahydronaphthalen-2-yl)carbamate BrC=1C=C2CC[C@H](CC2=CC1)NC(OCC1=CC=CC=C1)=O